methyl 2-fluoro-4-(5-(trifluoromethyl)pyridin-3-yl)benzoate FC1=C(C(=O)OC)C=CC(=C1)C=1C=NC=C(C1)C(F)(F)F